BrC=1C=C2C(=C(C=NC2=CC1)S(N)(=O)=O)NC1=C(C(=O)O)C=CC=C1 2-[(6-bromo-3-sulfamoyl-4-quinolinyl)amino]benzoic acid